ClC=1C=CC(=C(C1)NC(=O)C=1OC=CC1)OCCOC N-(5-chloro-2-(2-methoxyethoxy)phenyl)furan-2-carboxamide